1-acetyl-6'-(4,4,5,5-tetramethyl-1,3,2-dioxaborolan-2-yl)spiro[azetidine-3,3'-indolin]-2'-one C(C)(=O)N1CC2(C(NC3=CC(=CC=C23)B2OC(C(O2)(C)C)(C)C)=O)C1